CC=1C(=NC=CC1C)C1=CC=C(C=C1)C1=NNC2=NC=C(C=C21)C=2C=CC1=C(CC[C@H](CC1)N1C3COCC1C3)C2 6-[(7S)-2-{3-[4-(3,4-Dimethylpyridin-2-yl)phenyl]-1H-pyrazolo[3,4-b]pyridin-5-yl}-6,7,8,9-tetrahydro-5H-benzo[7]annulen-7-yl]-3-oxa-6-azabicyclo[3.1.1]heptane